4-(3-Amino-1,1,1-trifluoro-3-methylbutan-2-yl)-N-(1-(4-((4-aminopiperidin-1-yl)methyl)phenyl)-2-oxo-1,2-dihydropyrimidin-4-yl)piperazine-1-carboxamide hydrochloride salt Cl.NC(C(C(F)(F)F)N1CCN(CC1)C(=O)NC1=NC(N(C=C1)C1=CC=C(C=C1)CN1CCC(CC1)N)=O)(C)C